ClC=1C=C(C=CC1)N[C@H](CC(C)C)C(=O)N1[C@H]2CC([C@@H]([C@@H]1C(=O)N[C@@H](/C=C(\C(=O)OCC)/F)C[C@H]1C(NCC1)=O)CC2)(F)F ethyl (R,E)-4-((1R,3R,4R)-2-((3-chlorophenyl)-D-leucyl)-5,5-difluoro-2-azabicyclo[2.2.2]octane-3-carboxamido)-2-fluoro-5-((S)-2-oxopyrrolidin-3-yl)pent-2-enoate